5-(difluoromethyl)-2-methyl-pyrazol-3-amine FC(C=1C=C(N(N1)C)N)F